NC1=NC=2C=CC(=CC2C2=C1C=NN2C)C(=O)N(C)CC2=NC=C(C=C2F)C(F)(F)F 4-amino-N-((3-fluoro-5-(trifluoromethyl)-2-pyridinyl)methyl)-N,1-dimethyl-1H-pyrazolo[4,3-c]quinoline-8-carboxamide